di-nonyl-benzene C(CCCCCCCC)C1=C(C=CC=C1)CCCCCCCCC